BrC/C=C(/CC/C=C(/COC\C=C(/CCC=C(C)C)\C)\C)\C (2E,6E)-8-bromo-1-{[(2Z)-3,7-dimethylocta-2,6-dien-1-yl]oxy}-2,6-dimethylocta-2,6-diene